C(C)N(C(C(=O)C1=CNC2=C(C=C(C=C12)OC)C)=O)C n-ethyl-2-(5-methoxy-7-methyl-1H-indol-3-yl)-N-methyl-2-oxoacetamide